FC1=CC=C(C=C1)C=1CC(NCC1)C(=O)N 4-(4-fluorophenyl)-1,2,3,6-tetrahydropyridine-2-carboxamide